3-methylnaphthalen-1-ol CC=1C=C(C2=CC=CC=C2C1)O